(S)-(4-(2-(imidazo[1,2-a]pyridin-6-yl)-3-isopropyl-1H-indol-5-yl)piperidin-1-yl)(piperidin-3-yl)methanone N=1C=CN2C1C=CC(=C2)C=2NC1=CC=C(C=C1C2C(C)C)C2CCN(CC2)C(=O)[C@@H]2CNCCC2